C1=CC=C(C(=C1)C2=NC=CS2)S(=O)(=O)N thiazolylbenzenesulfonamide